1-isopropyl-4-oxo-1,4-dihydropyridine-3-carboxamide C(C)(C)N1C=C(C(C=C1)=O)C(=O)N